Cl.Cl.FC1=CC=C(C=C1)N1CC2CCC(C1)N2 3-(4-fluorophenyl)-3,8-diazabicyclo[3.2.1]octane 2HCl